ethyltriphenyl-phosphonium iodide [I-].C(C)[P+](C1=CC=CC=C1)(C1=CC=CC=C1)C1=CC=CC=C1